The molecule is a carbamate ester obtained by the formal condensation of ethanol with carbamic acid. It has been found in alcoholic beverages. It has a role as a fungal metabolite and a mutagen. CCOC(=O)N